BrCCCCCCCCCCC 1-bromoundecane